1-[7-(3-chloro-1-isobutyl-1H-indazol-5-yl-methoxy)-5-fluoro-2H-chromen-3-ylmethyl]-piperidin ClC1=NN(C2=CC=C(C=C12)COC1=CC(=C2C=C(COC2=C1)CN1CCCCC1)F)CC(C)C